1-benzyl-3-(3-chloro-2-methylphenyl)piperidin C(C1=CC=CC=C1)N1CC(CCC1)C1=C(C(=CC=C1)Cl)C